10-n-nonylacridine C(CCCCCCCC)N1C=2C=CC=CC2CC2=CC=CC=C12